tert-butyl (cyclopropylmethyl)((3R)-1-(1-(1-(4-(5-(ethyl(methyl)amino)pyridin-3-yl)-1H-1,2,3-triazol-1-yl)ethyl)-2-oxo-1,2-dihydropyridin-4-yl)piperidin-3-yl)carbamate C1(CC1)CN(C(OC(C)(C)C)=O)[C@H]1CN(CCC1)C1=CC(N(C=C1)C(C)N1N=NC(=C1)C=1C=NC=C(C1)N(C)CC)=O